1-((2,4-diaminopyrimidin-5-yl)methyl)indoline-5-carbonitrile NC1=NC=C(C(=N1)N)CN1CCC2=CC(=CC=C12)C#N